(2S,5R)-5-Azido-6-Hydroxy-Tetrahydropyran-2-Yl[Ethyl]-N-Benzyl-Carbamate N(=[N+]=[N-])[C@@H]1CC[C@H](OC1O)C(C1=CC=CC=C1)N(C([O-])=O)CC